CN(CCCCNC1=C(C=CC=C1)S(=O)(=O)NC1=CC=C2C3C(COC2=C1C(=O)O)OCC3)C 7-[2-(4-dimethylamino-butylamino)-benzenesulfonylamino]-1,3a,4,9b-tetrahydro-2H-furo[2,3-c]chromene-6-carboxylic acid